C(C)C1=CC(=NC=C1)C(=O)N1[C@@H]2C[C@@H]2C[C@@H]1C(=O)N[C@H](C1COC1)C1=C(C=C(C=C1)C(F)(F)F)F (1R,3R,5R)-2-((4-ethyl-2-pyridinyl)carbonyl)-N-((R)-(2-fluoro-4-(trifluoromethyl)phenyl)(3-oxetanyl)methyl)-2-azabicyclo[3.1.0]hexane-3-carboxamide